adenosine 5-triphosphate disodium salt C1=NC(=C2C(=N1)N(C=N2)[C@H]3[C@@H]([C@@H]([C@H](O3)COP(=O)(O)OP(=O)([O-])OP(=O)(O)[O-])O)O)N.[Na+].[Na+]